NC1=C(C=CC=C1)NC1=C(C=CC=C1CC(C)C)CC(C)C 4-[N-(2-aminophenyl)amino]-3,5-diisobutylbenzene